3-(5-(cyclopropylamino)-2-(1H-pyrazol-5-yl)thieno[3,2-b]pyridin-7-ylamino)-1-propanol C1(CC1)NC1=CC(=C2C(=N1)C=C(S2)C2=CC=NN2)NCCCO